NCCNCCN1CCN(CC1)CCN N-[N-(2-aminoethyl)-2-aminoethyl]-N'-(2-aminoethyl)-piperazine